CC=1OC=CC1SC1C(CCCC1=O)=O ((2-methylfuran-3-yl)thio)cyclohexane-1,3-dione